[Pt+2].[K+] monopotassium platinum(II)